tert-Butyl 2-((((9H-fluoren-9-yl)methoxy) carbonyl)(methyl)amino)-3-(4-(methyl((tetrahydro-2H-pyran-2-yl)oxy) carbamoyl)phenyl)propanoate C1=CC=CC=2C3=CC=CC=C3C(C12)COC(=O)N(C(C(=O)OC(C)(C)C)CC1=CC=C(C=C1)C(N(OC1OCCCC1)C)=O)C